(4S)-4-[[6-[4-chloro-2-(ethoxymethoxy)-6-methyl-phenyl]pyridazin-3-yl]methylamino]-1-methyl-pyrrolidin-2-one ClC1=CC(=C(C(=C1)C)C1=CC=C(N=N1)CN[C@H]1CC(N(C1)C)=O)OCOCC